NC1=C(C(=NN1C1CC(CCC1)O)C1=CC=C(CNC(C2=C(C=CC(=C2)F)OC)=O)C=C1)C#N N-(4-(5-amino-4-cyano-1-(3-hydroxycyclohexyl)-1H-pyrazol-3-yl)benzyl)-5-fluoro-2-methoxybenzamide